13-methyl-4,7,10-trioxa-13-azaoctadecane-1-oic acid, formate salt C(=O)O.CN(CCOCCOCCOCCC(=O)O)CCCCC